4-[4-(3,3-dimethoxypropyl)piperidin-1-yl]-3-fluoroaniline COC(CCC1CCN(CC1)C1=C(C=C(N)C=C1)F)OC